C(C)(=O)N1CCC(CC1)NCC1=C(C=C(C=C1)C1=NC=CC(=C1Cl)C=1C(=C(C=CC1)NC(C1=NC=C(C=C1)CNC)=O)C)OC N-(3-(2-(4-(((1-acetylpiperidin-4-yl)amino)methyl)-3-methoxyphenyl)-3-chloropyridin-4-yl)-2-methylphenyl)-5-((methylamino)methyl)picolinamide